(2S,4R)-1-[(2S)-2-[[2-[2-[2-[2-(2-aminoethoxy)ethoxy]ethoxy]ethoxy]acetyl]amino]-3,3-dimethyl-butanoyl]-4-hydroxy-N-[[4-(4-methylthiazol-5-yl)phenyl]methyl]pyrrolidine-2-carboxamide NCCOCCOCCOCCOCC(=O)N[C@H](C(=O)N1[C@@H](C[C@H](C1)O)C(=O)NCC1=CC=C(C=C1)C1=C(N=CS1)C)C(C)(C)C